2-[(2's,4r)-6-cyclopropyl-2',5-difluoro-1-oxospiro[3H-isoquinoline-4,1'-cyclopropane]-2-yl]-N-(5-fluoropyrimidin-2-yl)acetamide C1(CC1)C=1C(=C2C(=CC1)C(N(C[C@]21[C@H](C1)F)CC(=O)NC1=NC=C(C=N1)F)=O)F